(S)-2-(3-cyclopropyl-1-methyl-4-oxo-1,4-dihydro-5H-pyrazolo[3,4-d]pyridazin-5-yl)-N-(1-(p-tolyl)ethyl)acetamide C1(CC1)C1=NN(C=2C=NN(C(C21)=O)CC(=O)N[C@@H](C)C2=CC=C(C=C2)C)C